1-[1-{5-chloro-2-[(trifluoromethylsulfonyl)oxy]phenyl}piperidin-3-yl]-5-(trifluoromethyl)-1H-pyrazole-4-carboxylic acid ethyl ester C(C)OC(=O)C=1C=NN(C1C(F)(F)F)C1CN(CCC1)C1=C(C=CC(=C1)Cl)OS(=O)(=O)C(F)(F)F